4-(3-fluorophenyl)piperidine hydrochloride Cl.FC=1C=C(C=CC1)C1CCNCC1